ClC1=C(C(=O)O)C=CC(=C1)N(C(=O)[C@@H]1N(CCC1)S(=O)(=O)C1=C(C(=C(C(=C1F)F)F)F)F)CC1=CC=C(C=C1)C1CCCCC1 (R)-2-chloro-4-(N-(4-cyclohexylbenzyl)-1-((perfluorophenyl)sulfonyl)-pyrrolidine-2-carboxamido)benzoic acid